FC1=CC=C(C=C1)NC(=O)NC1=CC(=CC=C1)C(=O)C=1C=C2N=C(C=NC2=CC1)N1CCNCC1 1-(4-fluorophenyl)-3-(3-(3-(piperazin-1-yl)quinoxaline-6-carbonyl)phenyl)urea